1-(5-(7-bromo-1H-benzo[d]imidazole-4-carbonyl)-2-(4-cyclobutylphenyl)-2,3,4,5,5a,6,8,9-octahydro-7H-10-oxa-1,2,5,7-tetraazacycloocta[cd]inden-7-yl)-4-(dimethylamino)but-2-en-1-one BrC1=CC=C(C2=C1NC=N2)C(=O)N2C1C=3C(=NN(C3CC2)C2=CC=C(C=C2)C2CCC2)OCCN(C1)C(C=CCN(C)C)=O